[Si](C1=CC=CC=C1)(C1=CC=CC=C1)(C(C)(C)C)OCCC(C)C=1NC(C=2C=C(C(=NC2C1C)Cl)F)=O 7-[3-[tert-butyl(diphenyl)silyl]oxy-1-methyl-propyl]-2-chloro-3-fluoro-8-methyl-6H-1,6-naphthyridin-5-one